C1(CC1)C1=CC=C2C=C(C(NC2=C1F)=O)C(=O)N[C@H]1CS(C=C1)(=O)=O (R)-7-Cyclopropyl-N-(1,1-dioxido-2,3-dihydrothiophen-3-yl)-8-fluoro-2-oxo-1,2-dihydroquinoline-3-carboxamide